C(CCC)C1=C(C=C(C(=C1)O)CCCC)OC 2,5-dibutyl-4-hydroxyanisole